C(C)OC([C@@H](N=C(C1=CC=CC=C1)C1=CC=CC=C1)CC1=C(C=CC=C1)OC)=O N-(diphenylmethylene)-2-methoxyphenylalanine ethyl ester